4-ethynyl-4-(4-fluorophenoxy)tetrahydro-2H-pyran C(#C)C1(CCOCC1)OC1=CC=C(C=C1)F